C(CC1=CC=CC=C1)N(O)CC=C N-phenethyl-N-allyl-hydroxylamine